CC=1C(=CC2=C(N(C(N2)=O)C2CCC(CC2)NC2CCOCC2)C1)C=1C=C(C=2N(C1)N=CN2)C 6-methyl-5-(8-methyl-[1,2,4]triazolo[1,5-a]pyridin-6-yl)-1-((1S,4S)-4-((tetrahydro-2H-pyran-4-yl)amino)cyclohexyl)-1,3-dihydro-2H-benzo[d]imidazol-2-one